N1=CN=C(C=C1)N1CCOCC1 pyrimidin-4-yl-morpholine